Tert-Butyl 1,5-dimethyl-6-oxo-1,4,5,6-tetrahydropyridazine-3-carboxylate CN1N=C(CC(C1=O)C)C(=O)OC(C)(C)C